C(C)(C)(C)OC(=O)N1CC(C1)C1=NOC=C1Br 3-(4-bromoisoxazol-3-yl)azetidine-1-carboxylic acid tert-butyl ester